(E)-2-morpholinoethyl 2-((2-(4-(2-chlorophenyl) thiazol-2-yl) hydrazono) methyl)-4-methylbenzoate ClC1=C(C=CC=C1)C=1N=C(SC1)N\N=C\C1=C(C(=O)OCCN2CCOCC2)C=CC(=C1)C